di-(m-trifluoromethyl-phenyl)methylene(cyclopentadienyl)(3,6-di-tert-butylfluorenyl)zirconium dichloride [Cl-].[Cl-].FC(C=1C=C(C=CC1)C(=[Zr+2](C1=CC(=CC=2C3=CC(=CC=C3CC12)C(C)(C)C)C(C)(C)C)C1C=CC=C1)C1=CC(=CC=C1)C(F)(F)F)(F)F